ClC=1C(=NC(=NC1)NC1CNCCC1)C1=CNC2=CC=CC=C12 3-((5-chloro-4-(1H-indol-3-yl)pyrimidin-2-yl)amino)piperidine